3-(2-Fluoro-5-(1-methyl-1H-pyrazol-3-yl)-4-(trifluoromethyl)benzamido)-2-(o-tolyl)-2H-indazole-6-carboxamide FC1=C(C(=O)NC=2N(N=C3C=C(C=CC23)C(=O)N)C2=C(C=CC=C2)C)C=C(C(=C1)C(F)(F)F)C1=NN(C=C1)C